N-{4-[6,6-Dimethyl-4-oxo-3-(pyridin-3-yl)-4,5,6,7-tetrahydro-1H-pyrrolo[3,2-c]pyridin-2-yl]pyridin-2-yl}-2-(4-fluorophenyl)propanamid CC1(CC2=C(C(N1)=O)C(=C(N2)C2=CC(=NC=C2)NC(C(C)C2=CC=C(C=C2)F)=O)C=2C=NC=CC2)C